5-(4-amino-3-(4-phenoxyphenyl)-1H-pyrazolo[3,4-d]pyrimidin-1-yl)hexahydrocyclopenta[c]pyrrole NC1=C2C(=NC=N1)N(N=C2C2=CC=C(C=C2)OC2=CC=CC=C2)C2CC1C(CNC1)=C2